6-chloro-5-fluoro-4-(methylamino)pyridine-3-carboxylic acid ClC1=C(C(=C(C=N1)C(=O)O)NC)F